(3-cyano-4-cyclopentyl-phenyl)-2-[1-(2-hydroxyethyl)tetrazol-5-yl]sulfanyl-5-nitro-benzamide C(#N)C=1C=C(C=CC1C1CCCC1)C=1C(=C(C(=O)N)C=C(C1)[N+](=O)[O-])SC1=NN=NN1CCO